bis[2-(butyldimethoxysilyl)1-phenyl-3-butyl-1,3-propanedione] platinum (II) [Pt+2].C(CCC)[Si](C(C(=O)C1=CC=CC=C1)C(=O)CCCC)(OC)OC.C(CCC)[Si](C(C(=O)C1=CC=CC=C1)C(=O)CCCC)(OC)OC